((3-((dimethylamino)methyl)-4-(tetrahydro-2H-pyran-4-yl)phenyl)amino)-7-(7-fluoroimidazo[1,2-a]pyridin-3-yl)-1,2-dihydro-3H-pyrrolo[3,4-c]pyridin-3-one CN(C)CC=1C=C(C=CC1C1CCOCC1)NC1NC(C=2C=NC=C(C21)C2=CN=C1N2C=CC(=C1)F)=O